(2S,4R)-1-[(2S)-2-(4-cyclopropyltriazol-1-yl)-3,3-dimethyl-butanoyl]-4-hydroxy-N-[2-[3-(trifluoromethyl)pyrazol-1-yl]ethyl]pyrrolidine-2-carboxamide C1(CC1)C=1N=NN(C1)[C@H](C(=O)N1[C@@H](C[C@H](C1)O)C(=O)NCCN1N=C(C=C1)C(F)(F)F)C(C)(C)C